FC1=C(C(=O)NC(C(=O)O)CC2=C3C=C(C=NC3=C(C=C2)C=2C(N(C(=CC2C(F)(F)F)C)C)=O)F)C(=CC(=C1)N[C@@H](C(F)(F)F)CC)F 2-(2,6-difluoro-4-(((R)-1,1,1-trifluorobutan-2-yl)amino)benzamido)-3-(8-(1,6-dimethyl-2-oxo-4-(trifluoromethyl)-1,2-dihydropyridin-3-yl)-3-fluoroquinolin-5-yl)propanoic acid